C(#C)C=1C(=CC=C2C=C(C=C(C12)C1=C(C=2N=C(N=C(C2C=N1)N1C[C@H]2CC[C@@H](C1)O2)N2CCOCC2)F)C(F)(F)F)F (1R,5S)-3-(7-(8-ethynyl-7-fluoro-3-(trifluoromethyl)naphthalen-1-yl)-8-fluoro-2-morpholinopyrido[4,3-d]pyrimidin-4-yl)-8-oxa-3-azabicyclo[3.2.1]octane